BrC=1C(=NN(C1)CC(C)C)C 1-(4-bromo-3-methyl-1H-pyrazol-1-yl)-2-methylpropan